4-((S)-3-amino-3-methylpyrrolidin-1-yl)-2-cyano-2'-methoxy-N-((S)-1,1,1-trifluoropropan-2-yl)-[3,4'-bipyridine]-5-carboxamide N[C@@]1(CN(CC1)C1=C(C(=NC=C1C(=O)N[C@H](C(F)(F)F)C)C#N)C1=CC(=NC=C1)OC)C